tetrafluoro-butanesulfonate FC(C(S(=O)(=O)[O-])(F)F)(CC)F